CN(C(C(=O)NC=1C=C2CC(CC2=C(C1)F)CO)(C)C)C 2-(dimethylamino)-N-[7-fluoro-2-(hydroxymethyl)indan-5-yl]-2-methylpropanamide